N-(2,3-dihydroxypropyl)-5-[(3-{4-[(1,1-dioxo-1λ6-thian-4-yl)amino]-1-(2,2,2-trifluoroethyl)-1H-indol-2-yl}prop-2-yn-1-yl)amino]pyridine-2-carboxamide OC(CNC(=O)C1=NC=C(C=C1)NCC#CC=1N(C2=CC=CC(=C2C1)NC1CCS(CC1)(=O)=O)CC(F)(F)F)CO